NC=1C=CC2=C(N=C(O2)C2=CC(=NC=C2)C(=O)N2CCN(CC2)C(C2=CC=CC=C2)C=2N=NN(N2)C(F)F)C1 (4-(5-aminobenzo[d]oxazol-2-yl)pyridin-2-yl)(4-((2-(difluoromethyl)-2H-tetrazol-5-yl)(phenyl)methyl)piperazin-1-yl)methanone